1-docosanoyl-2-(5Z,8Z,11Z,14Z,17Z-eicosapentaenoyl)-glycero-3-phospho-(1'-sn-glycerol) CCCCCCCCCCCCCCCCCCCCCC(=O)OC[C@H](COP(=O)(O)OC[C@H](CO)O)OC(=O)CCC/C=C\C/C=C\C/C=C\C/C=C\C/C=C\CC